(3S,5S)-5-[2-({5-[(tert-butoxycarbonyl)aminosulfonyl]pyridin-3-yl}amino)pyrimidin-5-yl]oxolan-3-yl N-[(2S)-butan-2-yl]carbamate C[C@@H](CC)NC(O[C@@H]1CO[C@@H](C1)C=1C=NC(=NC1)NC=1C=NC=C(C1)S(=O)(=O)NC(=O)OC(C)(C)C)=O